O1CC(C1)OC1=NC(=NC=C1C(F)(F)F)N[C@H]1C[C@H](CCC1)C1=NN=C2N1C=CC=C2 4-(oxetan-3-yloxy)-N-[(1R,3S)-3-([1,2,4]triazolo[4,3-a]pyridin-3-yl)cyclohexyl]-5-(trifluoromethyl)pyrimidin-2-amine